C1(CCCC1)OC1=C(OC=2C(=NC=NC2)N2CC3(CCN(C3)CC3=CNC4=CC(=CC=C34)C#N)CC2)C=CC(=C1)F 3-((7-(5-(2-(cyclopentyloxy)-4-fluorophenoxy)pyrimidin-4-yl)-2,7-diazaspiro[4.4]nonan-2-yl)methyl)-1H-indole-6-carbonitrile